C(C)[Zr](NC)(CC)(CC)CC tetrakis-ethyl-methylaminozirconium